O.O.C1(C(C(C2=CC=CC=C12)=O)=O)=O Indantrione dihydrate